FC(C(=O)O)(F)F.FC(C=1C=C(C=CC1)C1=CC2=C(NC(C3N(C2=O)CCN(C3)CC3=NC=C(C=C3)C3=CC(=CC=C3)C(F)(F)F)=O)C=C1)(F)F 8-(3-(trifluoromethyl)phenyl)-2-((5-(3-(trifluoromethyl)phenyl)pyridin-2-yl)methyl)-1,3,4,12a-tetrahydrobenzo[e]pyrazino[1,2-a][1,4]diazepine-6,12(2H,11H)-dione 2,2,2-trifluoroacetate